C(C)(C)(C)C1=C(C2=C(N=CN=C2O)S1)[N+](=O)[O-] 6-(tert-butyl)-5-nitrothieno[2,3-d]pyrimidin-4-ol